(4-azido-2-methylquinolin-6-yl)(morpholino)methanone N(=[N+]=[N-])C1=CC(=NC2=CC=C(C=C12)C(=O)N1CCOCC1)C